ClC1=CC=C(C=C1)C1(COCC1)C(=O)N 3-(4-chlorophenyl)tetrahydrofuran-3-carboxamide